5-bromo-2-hydroxy-3-((1-(4-(isobutyryloxy)phenyl)-4-methoxy-3-oxobutan-2-ylimino)methyl)phenyl 4-methylbenzoate CC1=CC=C(C(=O)OC2=C(C(=CC(=C2)Br)C=NC(CC2=CC=C(C=C2)OC(C(C)C)=O)C(COC)=O)O)C=C1